Dibenzyl carbonate C(OCC1=CC=CC=C1)(OCC1=CC=CC=C1)=O